ClC1=C(C=CC=C1)[C@H]1[C@@](O1)(C1=C(C=C(C=C1)F)F)CN1N=CN=C1SC#N |o1:7,8| {[rel-(2R,3S)-3-(2-chlorophenyl)-2-(2,4-difluorophenyl)oxiran-2-yl]methyl}-1H-1,2,4-triazol-5-yl thiocyanate